l-histidine methyl ester COC([C@@H](N)CC1=CNC=N1)=O